O[C@H](CC(=O)OC)C methyl (S)-3-hydroxybutanoate